tert-butyl 4-(6-(6-(2,2-difluorocyclopropyl)picolinamido)-8-fluoro-7-(2-hydroxypropane-2-yl)imidazo[1,2-a]pyridin-2-yl)piperidine-1-carboxylate FC1(C(C1)C1=CC=CC(=N1)C(=O)NC=1C(=C(C=2N(C1)C=C(N2)C2CCN(CC2)C(=O)OC(C)(C)C)F)C(C)(C)O)F